[Si](C)(C)(C(C)(C)C)OCCC1CCN(CC1)C1=CC=C(C=N1)NC(=O)N1[C@@H](CN([C@H](C1)C)C1=CC(=C(C=C1)C#N)Cl)C (2R,5S)-N-(6-(4-(2-((tert-butyldimethylsilyl)oxy)ethyl)piperidin-1-yl)pyridin-3-yl)-4-(3-chloro-4-cyanophenyl)-2,5-dimethylpiperazine-1-carboxamide